(2S,4R)-4-hydroxy-1-[(2S)-3-methyl-2-[3-(4-piperidylmethoxy)isoxazol-5-yl]butanoyl]-N-[(1S)-1-[4-(2-methylpyrazol-3-yl)phenyl]ethyl]pyrrolidine-2-carboxamide O[C@@H]1C[C@H](N(C1)C([C@@H](C(C)C)C1=CC(=NO1)OCC1CCNCC1)=O)C(=O)N[C@@H](C)C1=CC=C(C=C1)C=1N(N=CC1)C